N[C@@H](CCC(=O)N[C@@H](CCCCN)C(=O)O)C(=O)O γ-glutamyl-e-lysine